5-(4-tetrahydro-2H-pyranyl)furan-2-carbonitrile O1CCC(CC1)C1=CC=C(O1)C#N